(5-chloro-3-isopropylpyrazolo[1,5-a]pyrimidin-7-yl)((3-cyclopropylimidazo[1,2-a]pyridin-2-yl)methyl)carbamic acid tert-butyl ester C(C)(C)(C)OC(N(CC=1N=C2N(C=CC=C2)C1C1CC1)C1=CC(=NC=2N1N=CC2C(C)C)Cl)=O